NC=1C(=NC=CC1)C(=O)O 3-Aminopicolinic acid